2-ethylamino-6-hydroxy-2-(3-trifluoromethoxyphenyl)cyclohexane-1-one hydrochloride Cl.C(C)NC1(C(C(CCC1)O)=O)C1=CC(=CC=C1)OC(F)(F)F